(R)-4-((3S,8S,9S,10R,13R,14S,17R)-3-hydroxy-10,13-dimethyl-2,3,4,7,8,9,10,11,12,13,14,15,16,17-tetradecahydro-1H-cyclopenta[a]phenanthren-17-yl)-N-methoxy-N-propylpentanamide O[C@H]1CC[C@@]2([C@H]3CC[C@@]4([C@H](CC[C@H]4[C@@H]3CC=C2C1)[C@@H](CCC(=O)N(CCC)OC)C)C)C